8-chloro-2-methyl-5-[[2-[(2S)-2-methyl-3-(6-methyl-[1,2,4]triazolo[4,3-a]pyridin-7-yl)propyl]-2-azaspiro[3.3]heptan-6-yl]methyl]phthalazin-1-one monohydrate O.ClC=1C=CC(=C2C=NN(C(C12)=O)C)CC1CC2(CN(C2)C[C@H](CC2=CC=3N(C=C2C)C=NN3)C)C1